[Ti].[Si].[Cr].[Cu] copper chromium silicon titanium